NC=1C=C(C=CC1)CC(=O)NC=1C=C(C(=O)NC2=CC=C(C=C2)S(NC2=CC=CC=C2)(=O)=O)C=CC1 3-(2-(3-aminophenyl)acetamido)-N-(4-(N-phenylsulfamoyl)phenyl)benzamide